sodium menthyl succinate C(CCC(=O)[O-])(=O)OC1CC(CCC1C(C)C)C.[Na+]